Methyl 3-methoxy-4-(propan-2-yl)benzoate COC=1C=C(C(=O)OC)C=CC1C(C)C